C(CCCCCCCCCCCCCCCCC)C1=C(C(=CC(=C1)C)CCCCCCCCCCCCCCCCCC)O 2,6-Dioctadecyl-4-methylphenol